[5-(6-carbamoyl-1-methyl-1H-pyrazolo[4,3-c]pyridin-4-yl)-3-(1-ethyl-3-methyl-1H-pyrazol-5-yl)-1H-1,2,4-triazol-1-yl]acetic acid C(N)(=O)C1=CC2=C(C(=N1)C1=NC(=NN1CC(=O)O)C1=CC(=NN1CC)C)C=NN2C